(2-(4-methylpiperazin-1-yl)ethyl)-5-(2-nitrophenyl)-2-(3-(trifluoromethoxy)phenyl)oxazole-4-carboxamide CN1CCN(CC1)CCNC(=O)C=1N=C(OC1C1=C(C=CC=C1)[N+](=O)[O-])C1=CC(=CC=C1)OC(F)(F)F